4-(1-cyclopropylpyrazol-4-yl)benzoic acid C1(CC1)N1N=CC(=C1)C1=CC=C(C(=O)O)C=C1